N-(6-((2-Fluorophenyl)amino)-1H-pyrazolo[3,4-b]pyridin-3-yl)-4-(4-methylpiperazin-1-yl)benzamid FC1=C(C=CC=C1)NC1=CC=C2C(=N1)NN=C2NC(C2=CC=C(C=C2)N2CCN(CC2)C)=O